F[C@@H]1[C@@H](C1)C(=O)NC1=CC=C2C(=N1)N(N=C2C2=C(C=CC=C2C)OC)COCC[Si](C)(C)C (1S,2S)-2-fluoro-N-[3-(2-methoxy-6-methylphenyl)-1-{[2-(trimethylsilyl)ethoxy]methyl}pyrazolo[3,4-b]pyridin-6-yl]cyclopropane-1-carboxamide